(S)-5-(6-chloro-5-ethylpyrimidin-4-yloxy)-2-(3-(3-chloropyridin-2-yloxy)pyrrolidin-1-yl)benzaldehyde ClC1=C(C(=NC=N1)OC=1C=CC(=C(C=O)C1)N1C[C@H](CC1)OC1=NC=CC=C1Cl)CC